4-methyl-N-[[1-(2-phenylethyl)cyclohexyl]methyl]benzenesulfonamide CC1=CC=C(C=C1)S(=O)(=O)NCC1(CCCCC1)CCC1=CC=CC=C1